methyl 2-[[(1R,2S,5S)-3-[(2S)-2-(tert-butoxycarbonylamino)-3,3-dimethyl-butanoyl]-6,6-dimethyl-3-azabicyclo[3.1.0]hexane-2-carbonyl]amino]-3-(2-oxo-1-piperidyl)propanoate C(C)(C)(C)OC(=O)N[C@H](C(=O)N1[C@@H]([C@H]2C([C@H]2C1)(C)C)C(=O)NC(C(=O)OC)CN1C(CCCC1)=O)C(C)(C)C